FC=1C=2N(C=CC1C)C(=CN2)C2=NC=C(C1=C2CNC1=O)NC1=NC=C(C=C1)N1C[C@H](OCC1)C(C)(C)O 4-(8-fluoro-7-methyl-imidazo[1,2-a]pyridin-3-yl)-7-[[5-[(2S)-2-(1-hydroxy-1-methyl-ethyl)morpholin-4-yl]-2-pyridyl]amino]-2,3-dihydropyrrolo[3,4-c]pyridin-1-one